C(C)(C)(C)OC(=O)N1CC(C1)C1=CC=C(C=C1)C(C)(F)F 3-(4-(1,1-difluoroethyl)phenyl)azetidine-1-carboxylic acid tert-butyl ester